C(C)(C)(C)OC(=O)N[C@@H]1C2=CC(=CC=C2CC12CCNCC2)F (S)-1-((tert-butoxycarbonyl)amino)-6-fluoro-1,3-dihydrospiro[indene-2,4'-piperidine]